Cl.NC=1C=C(C=C(C(=O)N(CC(CO)O)CC(CO)O)C1)C(=O)N 5-amino-N,N-bis(2,3-dihydroxypropyl)isophthalamide hydrochloride